C(C1=CC=CC=C1)SC1=CC(=CS1)CO [5-(benzylsulfanyl)thiophen-3-yl]methanol